BrC1=C(C=CC=C1)N=C1N(C=C[NH+]1C)C N-(2-bromophenyl)-1,3-dimethylimidazolium-2-imine